6-(3-amino-2-chloro-6-fluorophenoxy)-5-chloro-3-methylquinazolin-4(3H)-one NC=1C(=C(OC=2C(=C3C(N(C=NC3=CC2)C)=O)Cl)C(=CC1)F)Cl